[OH-].ClC=1C=CC2=C([N+](=C(S2)C=CC=CC=C2SC3=C(N2CCCCS(=O)(=O)O)C=C(C=C3)Cl)CCCCS(=O)(=O)O)C1 5-Chloro-2-[5-[5-chloro-3-(4-sulfobutyl)-3H-benzothiazol-2-ylidene]-penta-1,3-dienyl]-3-(4-sulfobutyl)-benzothiazol-3-ium hydroxide